(4-Methyl-1,4-diazepan-1-yl)(3-(3-(methylamino)-1-phenylpropoxy)phenyl)methanone CN1CCN(CCC1)C(=O)C1=CC(=CC=C1)OC(CCNC)C1=CC=CC=C1